[Si](C)(C)(C(C)(C)C)OC1=C(C=CC=C1)C1CN=CC2=CC=CC=C12 4-((tert-butyldimethylsilyloxy)phenyl)-3,4-dihydroisoquinoline